(3S,4S)-3-((5-chloro-4-(9-fluoro-1-methyl-1,2,3,4-tetrahydrobenzo[4,5]imidazo[1,2-a]pyrimidin-7-yl)pyrimidin-2-yl)amino)tetrahydro-2H-pyran-4-ol ClC=1C(=NC(=NC1)N[C@H]1COCC[C@@H]1O)C1=CC2=C(N=C3N2CCCN3C)C(=C1)F